N1CCC=C(C1)C1=NC=2C(=NC=CC2C2CCN(CC2)C(=O)C2=CC=C(C=C2)OC(F)(F)F)N1 [4-[2-(1,2,3,6-tetrahydropyridin-5-yl)-3H-imidazo[4,5-b]pyridin-7-yl]-1-piperidyl]-[4-(trifluoromethoxy)phenyl]methanone